2-(2-(1-(Cyclopropylsulfonyl)-1H-pyrazol-4-yl)pyrimidin-4-yl)-N4-((1s,4s)-4-((2,2-difluoroethyl)amino)cyclohexyl)-5-(1-(difluoromethyl)-1H-pyrazol-3-yl)pyridine-2,4-diamine C1(CC1)S(=O)(=O)N1N=CC(=C1)C1=NC=CC(=N1)C1(NC=C(C(=C1)NC1CCC(CC1)NCC(F)F)C1=NN(C=C1)C(F)F)N